OC1=C(C(OC=C1)=O)CC1=CC=C(C=C1)OC 4-hydroxy-3-(4-methoxybenzyl)-2H-pyran-2-one